tert-butyl (S)-3-((R)-2-((benzyloxy)-carbonyl)pyrrolidine-1-carbonyl)piperidine-1-carboxylate C(C1=CC=CC=C1)OC(=O)[C@@H]1N(CCC1)C(=O)[C@@H]1CN(CCC1)C(=O)OC(C)(C)C